1,2-dichloro-cyclobutane ClC1C(CC1)Cl